FC1=CC(=C(C=C1)N1CN(C(C2=CC=C(C=C12)C(F)(F)F)=O)C1=C(NC(C=C1)=O)NCCO)C 1-(4-fluoro-2-methylphenyl)-3-(2-((2-hydroxyethyl)amino)-6-oxo-1,6-dihydropyridin-3-yl)-7-(trifluoromethyl)-2,3-dihydroquinazolin-4(1H)-one